2-((2-(3-(4-Chloro-2-fluorophenyl)pyrrolidin-1-yl)-5,8-dihydro-1,7-naphthyridin-7(6H)-yl)methyl)-1-(((S)-oxetan-2-yl)methyl)-1H-benzo[d]imidazole-6-carboxylic acid ClC1=CC(=C(C=C1)C1CN(CC1)C1=NC=2CN(CCC2C=C1)CC1=NC2=C(N1C[C@H]1OCC1)C=C(C=C2)C(=O)O)F